NC=1SC2=C(N1)CCC(C2)NCCC 2-amino-6-propylamino-4,5,6,7-tetrahydrobenzothiazole